(2-((3-cyclopropyl-5-(trifluoromethoxy)benzyl)amino)pyrimidin-5-yl)(3,3-difluoroazetidin-1-yl)methanone C1(CC1)C=1C=C(CNC2=NC=C(C=N2)C(=O)N2CC(C2)(F)F)C=C(C1)OC(F)(F)F